N-indol-5-yl-formamide N1C=CC2=CC(=CC=C12)NC=O